(R)-4-((3-(2-(1-((5-bromo-2-nitropyridin-3-yl)oxy)ethyl)-4-fluorophenyl)-1-methyl-1H-pyrazol-4-yl)methyl)-1-(cyclopropylmethyl)-1H-pyrazole-3-carbonitrile BrC=1C=C(C(=NC1)[N+](=O)[O-])O[C@H](C)C1=C(C=CC(=C1)F)C1=NN(C=C1CC=1C(=NN(C1)CC1CC1)C#N)C